NC=1C=NC=C(C1C1=CC=C(C=C1)C(=O)N1CC(C1)N1CCCCC1)F (4-(3-amino-5-fluoropyridin-4-yl)phenyl)(3-(piperidin-1-yl)azetidin-1-yl)methanone